OC1=CC=C(C=C1)C(C)(C1=CC=C(C=C1)O)C1=CC=C(C(C)(C)C2=CC=C(C=C2)O)C=C1 4-(4-(1,1-bis(p-hydroxyphenyl)-ethyl)alpha,alpha-dimethyl-benzyl)phenol